(1R,3S)-1-ethynyl-5-(3-methoxy-4-nitrobenzoyl)-5-azaspiro[2.5]octane C(#C)[C@H]1C[C@]12CN(CCC2)C(C2=CC(=C(C=C2)[N+](=O)[O-])OC)=O